O=C1OC(C2=C1C=CC(=C2)OC2=CC1=C(C(OC1=O)=O)C=C2)=O 5-[(1,3-dioxo-1,3-dihydro-2-benzofuran-5-yl)oxy]-1,3-dihydro-2-benzofuran-1,3-dione